dihydrothiazolo[5,4-c]pyridin N1CSC=2C=NC=CC21